C12(CC3CC(CC(C1)C3)C2)C(C)(C)OC(=O)CCCOC(=O)C2C3C1C4C=CC(C1C(C2)C3)C4 8-(3-(2-(1-adamantyl)-2-propoxycarbonyl)propoxycarbonyl)-tetracyclo[4.4.0.12,5.17,10]-3-dodecene